C12CCCC(NC1=O)S2 8-thia-6-azabicyclo[3.2.1]octane-7-on